C(=O)(O)CCC1=C(C2=CC3=C(C(=C(\C=C/4\C(=C(C(=CC5=C(C(=C([N-]5)C=C1[N-]2)CCC(=O)O)C)[N-]4)C=C)C)[N-]3)C=C)C)C 3-[(1Z,4Z,10Z,14Z)-18-(2-carboxyethyl)-7,12-bis(ethenyl)-3,8,13,17-tetramethylporphyrin-21,22,23,24-tetraid-2-yl]propanoic acid